6-{5-chloro-2-[(oxacyclohex-4-yl)amino]pyrimidin-4-yl}-2-[2-(1-methyl-3-oxo-2,3-dihydro-1H-isoindol-2-yl)-2-oxoethyl]-2,3-dihydro-1H-isoindol-1-one ClC=1C(=NC(=NC1)NC1CCOCC1)C1=CC=C2CN(C(C2=C1)=O)CC(=O)N1C(C2=CC=CC=C2C1=O)C